bis(p-azidobenzoyl)-hexanediamine N(=[N+]=[N-])C1=CC=C(C(=O)C(C(N)(N)C(C2=CC=C(C=C2)N=[N+]=[N-])=O)CCCC)C=C1